N-(4-(4-amino-5-(benzo[b]thiophen-2-yl)pyrazolo[5,1-f][1,2,4]triazin-6-yl)phenyl)-2-fluoroacrylamide NC1=NC=NN2C1=C(C(=N2)C2=CC=C(C=C2)NC(C(=C)F)=O)C2=CC1=C(S2)C=CC=C1